(S)-4-(7-(4-cyanopyridin-2-yl)-5-(2-hydroxypropan-2-yl)-7H-pyrrolo[2,3-d]pyrimidin-4-yl)-3-methylpiperazine-1-carboxylic acid tert-butyl ester C(C)(C)(C)OC(=O)N1C[C@@H](N(CC1)C=1C2=C(N=CN1)N(C=C2C(C)(C)O)C2=NC=CC(=C2)C#N)C